(4-{[2-(4-Cyclopropylphenyl)imidazo[1,2-a]pyridin-3-yl]methyl}piperazin-1-yl)(2-fluorophenyl)methanone C1(CC1)C1=CC=C(C=C1)C=1N=C2N(C=CC=C2)C1CN1CCN(CC1)C(=O)C1=C(C=CC=C1)F